ClC=1C=C(C=C(C1)Cl)N1[C@H](CN(CC1)S(=O)(=O)C1=CC=C(C=C1)NC(C1=C(C=CC=C1)N(S(=O)(=O)C)C)=O)C N-[4-[(3S)-4-(3,5-Dichlorophenyl)-3-methyl-piperazin-1-yl]sulfonylphenyl]-2-[methyl(methyl-sulfonyl)amino]benzamide